3-[(2-amino-4-quinolinyl)oxy]-N-benzyl-benzamide NC1=NC2=CC=CC=C2C(=C1)OC=1C=C(C(=O)NCC2=CC=CC=C2)C=CC1